3-(4-bromophenyl)-1-cyclopentyl-5-(methyleneamino)pyrazole BrC1=CC=C(C=C1)C1=NN(C(=C1)N=C)C1CCCC1